7-cyclopropyl-4-(cyclopropylamino)-1-(2-propynylphenyl)quinazolin-2(1H)-one C1(CC1)C1=CC=C2C(=NC(N(C2=C1)C1=C(C=CC=C1)C#CC)=O)NC1CC1